S1C(=NC(=C1)C1=C(C=CC=C1)C1=C(C(=CC(=C1)C)C1=CC=CC=C1)[O-])C=1SC=C(N1)C1=C(C=CC=C1)C1=C(C(=CC(=C1)C)C1=CC=CC=C1)[O-].C[Hf+2]C Dimethylhafnium [2,2'''-([2,2'-bithiazole]-4,4'-diyl)bis(5'-methyl-[1,1':3',1''-terphenyl]-2'-olate)]